C(=O)(C=C)N[C@@H](CC(=O)O)C(=O)O Acrylaspartic acid